C(CCCCCCCCCCCCC)(=O)OCCCCCCCCCCCCCCCCCCCC arachidyl myristate